C1(COO1)(C)CCC t-Hexylyl peroxide